7-chloro-2H-[1,2,4]triazolo[4,3-a]pyridin-3-one ClC1=CC=2N(C=C1)C(NN2)=O